BrC=1C=C2C(C(N(C(C2=CC1)=O)C)C)=C 6-bromo-2,3-dimethyl-4-methylene-3,4-dihydroisoquinolin-1(2H)-one